3-[2-[[(3R,4R)-4-[4-Chloro-2-(5-fluoro-2-pyridyl)-1H-imidazol-5-yl]-3-methyl-1-piperidyl]sulfonyl]ethyl]-1,4-dihydro-1,2,4-triazol-5-one ClC=1N=C(NC1[C@H]1[C@H](CN(CC1)S(=O)(=O)CCC1=NNC(N1)=O)C)C1=NC=C(C=C1)F